C(C)(C)OC(=O)[C@@H]1C[C@H](CCC1)OC1=CC=C(C=C1)C=1N=NN(C1CNC(=O)N(C)C1CCCC1)C |r| (+/-)-(1S,3S)-3-(4-(5-((3-cyclopentyl-3-methylureido)methyl)-1-methyl-1H-1,2,3-triazol-4-yl)phenoxy)cyclohexane-1-carboxylic acid isopropyl ester